ClC=1C(=CC2=C(NC(NC2=O)=O)N1)F 7-Chloro-6-fluoro-pyrido[2,3-d]pyrimidine-2,4(1H,3H)-dione